C1(CCC1)CC=1C(=C2CCCC2=CC1)NC(=O)NS(=O)(=N)C=1OC=C(C1)C(C([2H])([2H])[2H])(C([2H])([2H])[2H])O N-((5-(cyclobutylmethyl)-2,3-dihydro-1H-inden-4-yl)carbamoyl)-4-(2-hydroxypropan-2-yl-1,1,1,3,3,3-d6)furan-2-sulfonimidamide